Difluoroethyl Methyl Sulfone CS(=O)(=O)CC(F)F